4-(2-azidopropan-2-yl)-6-chloro-1-cyclopropoxy-2,7-naphthyridine N(=[N+]=[N-])C(C)(C)C1=CN=C(C2=CN=C(C=C12)Cl)OC1CC1